(6-(p-tolyl)pyridin-2-yl)methanamine C1(=CC=C(C=C1)C1=CC=CC(=N1)CN)C